C(CCC)OCCOCCOCCOCCOCCOCCOCCCC Hexaethylene glycol dibutyl ether